O=C1N(CCC(N1)=O)C1=CC=C(N=N1)CN1CCN(CC1)C1CCN(CC1)C=1C(=CC2=C(C(C=3NC4=CC(=CC=C4C3C2=O)C#N)(C)C)C1)CC 8-(4-(4-((6-(2,4-dioxotetrahydropyrimidin-1(2H)-yl)pyridazin-3-yl)methyl)piperazin-1-yl)piperidin-1-yl)-9-ethyl-6,6-dimethyl-11-oxo-6,11-dihydro-5H-benzo[b]carbazole-3-carbonitrile